CC=1SC=C(N1)C 2,4-dimethyl-1,3-thiazole